COC=1C=C(C=CC1)NC(=O)C=1NC=2C=CC3=C(C2C1)C=CC=C3 3H-Benzo[e]indole-2-carboxylic acid (3-methoxy-phenyl)-amide